OC=1C=C2C(=NN(C2=CC1)C1OCCCC1)/C=C/C=1C=CC(=NC1)N=S(=O)(C)C (E)-((5-(2-(5-hydroxy-1-(tetrahydro-2H-pyran-2-yl)-1H-indazol-3-yl)vinyl)pyridin-2-yl)imino)dimethyl-λ6-sulfanone